n-Butyl Salicylate CCCCOC(=O)C1=CC=CC=C1O